methyl 4-((4-methoxypyridin-2-yl)amino)-2-(1-methyl-1H-imidazol-2-yl)-6-(1-methyl-1H-pyrazol-3-yl)pyrrolo[2,1-f][1,2,4]triazine-5-carboxylate COC1=CC(=NC=C1)NC1=NC(=NN2C1=C(C(=C2)C2=NN(C=C2)C)C(=O)OC)C=2N(C=CN2)C